1,3-cyclohexanedicarboxaldehyd C1(CC(CCC1)C=O)C=O